C(C)(C)C1=NC=2C=CC=C(C2C(=N1)CCCC(F)(F)F)O 2-isopropyl-4-(4,4,4-trifluorobutyl)quinazolin-5-ol